Cl.C[C@@](N)(CC(C)C)C(=O)O 2-methyl-D-leucine hydrochloride